F[C@@H]1[C@H](CNC1)OC1=NOC(=C1C1=CC=2N(C=C1)N=C(C2)NC(=O)C2CC2)C N-[5-[3-[(3S,4S)-4-fluoropyrrolidin-3-yl]oxy-5-methyl-isoxazol-4-yl]pyrazolo[1,5-a]pyridin-2-yl]cyclopropanecarboxamide